9-([1,1'-biphenyl]-4-yl)-3-bromo-6-(tert-butyl)-9H-carbazole C1(=CC=C(C=C1)N1C2=CC=C(C=C2C=2C=C(C=CC12)Br)C(C)(C)C)C1=CC=CC=C1